N1-(5,6,7,8-tetrahydro-quinolin-8-yl)-N1-[1-(2-trimethylsilanyl-ethoxymethyl)-1H-benzoimidazol-2-ylmethyl]-butane-1,4-diamine N1=CC=CC=2CCCC(C12)N(CCCCN)CC1=NC2=C(N1COCC[Si](C)(C)C)C=CC=C2